FC=1C(=C(C(=O)N)C=C(C1F)CC1=C(C(=NC=C1)NS(NC1(CCC1)C)(=O)=O)F)NC1=C(C=C(C=C1)I)F 3,4-Difluoro-2-(2-fluoro-4-iodoanilino)-5-[[3-fluoro-2-[(1-methylcyclobutyl)sulfamoylamino]pyridin-4-yl]methyl]benzamide